1-(4-(3,4-dichlorophenyl)-5-(isopropylthio)thiazol-2-yl)-N-(2-methoxyethyl)-3-methyl-4-m-tolyl-1H-pyrazole-5-carboxamide ClC=1C=C(C=CC1Cl)C=1N=C(SC1SC(C)C)N1N=C(C(=C1C(=O)NCCOC)C=1C=C(C=CC1)C)C